tertbutyl-2,7-diazaspiro[3.5]nonane-7-carboxylic acid C(C)(C)(C)C1NCC12CCN(CC2)C(=O)O